ethyl 4,4,4-trifluoro-3-[(6-methoxypyrimidin-4-yl)amino]but-2-enoate FC(C(=CC(=O)OCC)NC1=NC=NC(=C1)OC)(F)F